BrC1=NN=C(S1)NC(CSC=1NC(C2=C(N1)N(N=C2)C2=CC=C(C=C2)F)=O)=O N-(5-bromo-1,3,4-thiadiazol-2-yl)-2-((1-(4-fluorophenyl)-4-oxo-4,5-dihydro-1H-pyrazolo[3,4-d]pyrimidin-6-yl)thio)acetamide